Tert-butyl octan-8-ylcarbamate CCCCCCCCNC(OC(C)(C)C)=O